ClC1=C(CCCC1=CO)C=O 2-chloro-3-(hydroxymethylene)-cyclohex-1-enecarbaldehyde